2-oxa-pentadecylboric acid C(OCCCCCCCCCCCCC)OB(O)O